4-methoxyphenyl-boron COC1=CC=C(C=C1)[B]